FC12[C@@H]([C@@H](N(C(C1)C2)C([C@](C)([2H])O)=O)CC=2C(=C(C=CC2)C2=CC=CC=C2)F)NS(=O)(=O)C N-{(3S,4R)-5-fluoro-3-[(2-fluoro[biphenyl]-3-yl)methyl]-2-[(2R)-2-hydroxy(2-2H)propanoyl]-2-azabicyclo[3.1.1]heptan-4-yl}methanesulfonamide